C(CCC)N1C(C2=CN=CC=C2C(=C1)C1=CC(=C(C=C1)OC1CCN(CC1)CC1CCNCC1)Cl)=O 2-butyl-4-(3-chloro-4-((1-(piperidin-4-ylmethyl)piperidin-4-yl)oxy)phenyl)-2,7-naphthyridin-1(2H)-one